N=C1C=C2C(C(=N1)C#N)=CC=CC=C2 iminocyclohepta[c]pyridine-1-carbonitrile